C(C)[N+]1(CCCCC1)CCCCCC 1-Ethyl-1-hexylpiperidinium